ClC=1C=C2N(C(C=3N(C2=C(C1)F)C=CN3)=O)C3=C(C=CC=C3)C 7-Chloro-9-fluoro-5-(o-Tolyl)Imidazolo[1,2-a]Quinoxaline-4(5H)-on